6-bromo-3-(1-methyl-1H-pyrazol-4-yl)-5-(piperidin-3-yl)pyrazolo[1,5-a]pyrimidin-7-amine BrC=1C(=NC=2N(C1N)N=CC2C=2C=NN(C2)C)C2CNCCC2